(R)-1-(3-bromo-5-(2-methylpyrrolidin-1-yl)phenyl)ethan-1-one BrC=1C=C(C=C(C1)N1[C@@H](CCC1)C)C(C)=O